ClCC(=O)C1=CC=C(C=C1)C(C)(C)C 2-chloro-4'-tert-butylacetophenone